O1CC(CC1)CN1CCNCC1 4-[(oxolan-3-yl)methyl]piperazin